2-(4-isopropylpiperazin-1-yl)-N-(6-(5-methyl-1,3,4-thiadiazol-2-yl)isoquinolin-3-yl)acetamide C(C)(C)N1CCN(CC1)CC(=O)NC=1N=CC2=CC=C(C=C2C1)C=1SC(=NN1)C